Cl.ClC1=CC=C2C(=N1)NCC2(C)C 6-chloro-3,3-dimethyl-1H,2H,3H-pyrrolo[2,3-b]pyridine hydrochloride